adipic acid sodium salt [Na+].C(CCCCC(=O)[O-])(=O)[O-].[Na+]